CN1C(=NN=C1C1=CC=CC=C1)SCC(=O)C1=CC=CC=C1 2-((4-methyl-5-phenyl-4H-1,2,4-triazol-3-yl)thio)-1-phenylethan-1-one